FC=1C=C(C=C(C1)F)C1=CC(=C2C(=N1)NC=N2)C=2N=NN(C2)CC2=CC=CC(=N2)C(C)(C)O 2-(6-((4-(5-(3,5-difluorophenyl)-3H-imidazo[4,5-b]pyridin-7-yl)-1H-1,2,3-triazol-1-yl)methyl)pyridin-2-yl)propan-2-ol